2-{[(1R)-1-(4-chlorophenyl)-7-fluoro-5-[(1R)-1-(4-fluorooxan-4-yl)-1-hydroxypropyl]-3-oxo-1-[(3S)-oxolan-3-yloxy]-2,3-dihydro-1H-isoindol-2-yl]methyl}pyrimidine-5-carbonitrile ClC1=CC=C(C=C1)[C@@]1(N(C(C2=CC(=CC(=C12)F)[C@@](CC)(O)C1(CCOCC1)F)=O)CC1=NC=C(C=N1)C#N)O[C@@H]1COCC1